BrC1=CC=C(C=C1)S(=O)(=O)C(C)(CC(CCCCCCO[Si](C1=CC=CC=C1)(C1=CC=CC=C1)C(C)(C)C)O)C 2-(4-bromophenyl)sulfonyl-10-[tert-butyl(diphenyl)silyl]oxy-2-methyl-decan-4-ol